CSC1=NC(=NC=C1)C1=CN=CS1 5-(4-(Methylthio)pyrimidin-2-yl)thiazole